2-PROPYLTHIO-5-TRIFLUOROMETHYLPYRIDINE-3-BORONIC ACID C(CC)SC1=NC=C(C=C1B(O)O)C(F)(F)F